FC(OC1=C(C=CC=C1)N=C=O)F 2-(difluoromethoxy)phenyl isocyanate